FC1=C(C=CC(=C1)F)C1=NC(=NC2=C1N=C(N(C2=O)C)C(F)(F)F)N2C[C@@H](O[C@@H](C2)C2=CC(=NC=C2)C)C 8-(2,4-difluorophenyl)-3-methyl-6-((2s,6r)-2-methyl-6-(2-methylpyridin-4-yl)morpholino)-2-(trifluoromethyl)pyrimido[5,4-d]pyrimidin-4(3H)-one